N-(2-(2-((6-(piperidin-1-yl)pyridin-3-yl)amino)quinazolin-8-yl)pyridin-4-yl)acrylamide N1(CCCCC1)C1=CC=C(C=N1)NC1=NC2=C(C=CC=C2C=N1)C1=NC=CC(=C1)NC(C=C)=O